1-methyl-6-(1-propynyl)-pseudouridine CN1C(=C([C@H]2[C@H](O)[C@H](O)[C@@H](CO)O2)C(NC1=O)=O)C#CC